O=C1C[C@H](N(C1)C(=O)OC(C)(C)C)C(=O)OC(C)(C)C (S)-di-tert-butyl 4-oxopyrrolidine-1,2-dicarboxylate